9-bromo-2,6-di-tert-butylanthracene BrC=1C2=CC=C(C=C2C=C2C=CC(=CC12)C(C)(C)C)C(C)(C)C